C1=CC=CC=2C3=CC=CC=C3C3(C12)C=1C=CC(=CC1C1(C2=CC=CC=C23)C2=CC=CC=C2C=2C=CC=CC21)B(O)O dispiro[fluoren-9,9'-anthracen-10',9''-fluoren]-2'-yl-boronic acid